ClCC(=O)C1=NOC(C1)C1=C(C=CC=C1F)N=S(=O)(C)C ((2-(3-(2-chloroacetyl)-4,5-dihydroisoxazol-5-yl)-3-fluorophenyl)imino)dimethyl-λ6-sulfanone